(E)-3,6-dichloro-pyridazine-4-carboxamide ClC=1N=NC(=CC1C(=O)N)Cl